O1CC(C1)C(=O)NC1=CC=C(COC2=CC=C(C=C2)C=2N=CN(C2)C(=O)NCC2CN(C2)C2=CC=CC=C2)C=C1 4-(4-((4-(oxetane-3-carboxamido)benzyl)oxy)phenyl)-N-((1-phenylazetidin-3-yl)methyl)-1H-imidazole-1-carboxamide